Sulfur dioxide S(=O)=O